COC1=C(C(=C(C(=C1)C)S(=O)(=O)NC(NCCCCC(=O)[O-])=N)C)C 5-[N'-(4-methoxy-2,3,6-trimethylbenzenesulfonyl)carbamimidamido]pentanoate